methyl 1-{8-[(tert-butoxycarbonyl)amino]octyl}-5-fluoro-3-methylindazole-6-carboxylate C(C)(C)(C)OC(=O)NCCCCCCCCN1N=C(C2=CC(=C(C=C12)C(=O)OC)F)C